(R)- or (S)-N-((2-cyclopropyl-4-(4-(trifluoromethyl)phenyl)-4,5,6,7-tetrahydropyrazolo[1,5-a]pyrimidin-6-yl)methyl)acrylamide C1(CC1)C1=NN2C(N(C[C@H](C2)CNC(C=C)=O)C2=CC=C(C=C2)C(F)(F)F)=C1 |o1:9|